2-(2,6-dioxopiperidin-3-yl)-5-(2-(4-(6-(6-((R)-2-(3-fluorophenyl)pyrrolidin-1-yl)imidazo[1,2-b]pyridazin-3-yl)pyridin-2-yl)piperazin-1-yl)ethyl)isoindoline-1,3-dione O=C1NC(CCC1N1C(C2=CC=C(C=C2C1=O)CCN1CCN(CC1)C1=NC(=CC=C1)C1=CN=C2N1N=C(C=C2)N2[C@H](CCC2)C2=CC(=CC=C2)F)=O)=O